N-(1-cyanocyclopropyl)-3-(5-(difluoromethyl)-1,3,4-thiadiazol-2-yl)-8-(4-(3,3,3-trifluoro-2-hydroxypropanoyl)piperazin-1-yl)imidazo[1,5-a]pyridine-6-sulfonamide C(#N)C1(CC1)NS(=O)(=O)C=1C=C(C=2N(C1)C(=NC2)C=2SC(=NN2)C(F)F)N2CCN(CC2)C(C(C(F)(F)F)O)=O